N-(3-(3'-chloro-6-methoxy-5-((((5-oxopyrrolidin-2-yl)methyl)amino)methyl)-[2,4'-bipyridin]-2'-yl)-2-methylphenyl)-5-((3-hydroxyazetidin-1-yl)methyl)picolinamide ClC=1C(=NC=CC1C1=NC(=C(C=C1)CNCC1NC(CC1)=O)OC)C=1C(=C(C=CC1)NC(C1=NC=C(C=C1)CN1CC(C1)O)=O)C